OCC1(N2CCC(C1=O)(CC2)C)CO 2,2-bis(hydroxymethyl)-4-methyl-quinuclidin-3-one